4-(((1,3-dimethyl-imidazolidin-2-ylidene)amino)methyl)aniline CN1C(N(CC1)C)=NCC1=CC=C(N)C=C1